CC1(C=NC=COC1)O 6-Methyl-1,4-oxaazepine-6-ol